endo-methyl 7-propionyl-2-azabicyclo[2.2.2]oct-5-ene-2-carboxylate C(CC)(=O)C1C2N(CC(C=C2)C1)C(=O)OC